C1=CC2=CC3=C4C(=O)C=CC=C4C=NC3=C2C=C1 Indeno[1,2-c]isoquinolinone